C(C)(=O)OC(C(=O)N(C=1SC(=C(N1)C(NC1CCC12CCCC2)=O)C)C2=CC(=NC(=C2)F)F)C (2-((2,6-difluoro-4-pyridyl)-(5-methyl-4-(spiro[3.4]octan-3-ylcarbamoyl)-thiazol-2-yl)-amino)-1-methyl-2-oxo-ethyl) acetate